C(C=C)OC(CCOCCOCCC(=O)O)=O 3-(2-(3-(allyloxy)-3-oxopropoxy)ethoxy)propanoic acid